COC1=C(CN(S(=O)(=O)C=2C=C(C=CC2OC)CC(=O)[O-])CC2=C(C=C(C=C2)OC)OC)C=CC(=C1)OC 2-(3-(N,N-bis(2,4-dimethoxybenzyl)sulfamoyl)-4-methoxyphenyl)acetate